3-chloro-5-[(4-methoxyphenyl)methyl]-6-[[(2S)-2-methylpyrrolidin-1-yl]methyl]pyrrolo[3,2-C]pyridazine ClC1=CC2=C(N=N1)C=C(N2CC2=CC=C(C=C2)OC)CN2[C@H](CCC2)C